ClC1=CC=C(C=C1)NC(NCCC1=CC=C(C=C1)S(=O)(=O)C)=O 3-(4-Chlorophenyl)1-[2-(4-methanesulfonylphenyl)ethyl]urea